FC1=CC=C(C=C1)C1NCCC2=CC=C(C=C12)OCC#C 1-(4-fluorophenyl)-7-(prop-2-ynyloxy)-1,2,3,4-tetrahydroisoquinoline